3α,7β,12α-trihydroxy-5β-cholanic acid O[C@H]1C[C@H]2C[C@@H]([C@H]3[C@@H]4CC[C@H]([C@@H](CCC(=O)O)C)[C@]4([C@H](C[C@@H]3[C@]2(CC1)C)O)C)O